tert-butyl-dimethyl-[1-(2-trimethylsilylethoxymethyl)indazol-5-yl]oxy-silane C(C)(C)(C)[Si](OC=1C=C2C=NN(C2=CC1)COCC[Si](C)(C)C)(C)C